ClC=1C=C2C(=NC(=NC2=C(C1C1=CC(=CC2=CC=CC=C12)O)F)OC[C@H]1N(CCC1)C)N1CCNCCC1 4-(6-chloro-4-(1,4-diazepan-1-yl)-8-fluoro-2-(((S)-1-methylpyrrolidin-2-yl)meth-oxy)quinazolin-7-yl)naphthalen-2-ol